ethyl-6-[(benzyloxy)methyl]-4-(4-methoxybenzyl)-1,3,4-oxathiazinane 3,3-dioxide C(C)C1OC(CN(S1(=O)=O)CC1=CC=C(C=C1)OC)COCC1=CC=CC=C1